CNC(=O)NC=1C=NN2C1N=C(C=C2NC)C2=CNC1=NC=CC=C12 1-methyl-3-(7-(methylamino)-5-(1H-pyrrolo[2,3-b]pyridin-3-yl)pyrazolo[1,5-a]pyrimidin-3-yl)urea